BrCC(=O)N[C@@H]([C@@H](C)CC)C(=O)N[C@@H](CS)C(=O)N[C@@H](CO)C(=O)N[C@@H](CCCNC(N)=N)C(=O)N[C@@H](CO)C(=O)N[C@@H](CC(C)(C)C)C(=O)N1[C@@H](CCC1)C(=O)N[C@@H]([C@@H](C)CC)C(=O)N[C@@H](C(C)(C)S)C(=O)N[C@@H]([C@@H](C)CC)C(=O)N1[C@@H](CCC1)C(=O)N[C@@H](CC(=O)O)C(N)=O N-(bromoacetyl)-L-isoleucyl-L-cysteinyl-L-seryl-L-arginyl-L-seryl-4-methyl-L-leucyl-L-prolyl-L-isoleucyl-3-sulfanyl-L-valyl-L-isoleucyl-L-prolyl-L-alpha-asparagine